OC=1C=CC(=NC1)N1CCN(CC1)C(=O)OC(C)(C)C Tert-butyl 4-(5-hydroxypyridin-2-yl)piperazine-1-carboxylate